CN1N=C(C(=C1)C=O)C1(CC1)C [1-methyl-3-(1-methylcyclopropyl)pyrazol-4-yl]methanone